FC1([C@H]2OC[C@H](O[C@@]12C)COC1=CC=C(C=C1)C=1C=C(C(NC1C(F)(F)F)=O)C(=O)N)F 5-(4-(((1R,3S,6S)-7,7-difluoro-1-methyl-2,5-dioxabicyclo[4.1.0]heptan-3-yl)methoxy)phenyl)-2-oxo-6-(trifluoromethyl)-1,2-dihydropyridine-3-carboxamide